ethylenebis(p-hydroxybenzoic acid) C(CC1=C(C(=O)O)C=CC(=C1)O)C1=C(C(=O)O)C=CC(=C1)O